2-ethoxy-5-fluoro-benzenesulfonamide C(C)OC1=C(C=C(C=C1)F)S(=O)(=O)N